N1,N2-bis(naphthalen-1-ylmethyl)oxalamide C1(=CC=CC2=CC=CC=C12)CNC(C(=O)NCC1=CC=CC2=CC=CC=C12)=O